3-(3-((6-(2-(pyridin-2-yl)ethoxy)pyridin-3-yl)methyl)isoxazol-5-yl)pyridin N1=C(C=CC=C1)CCOC1=CC=C(C=N1)CC1=NOC(=C1)C=1C=NC=CC1